3,4,4a,5,6,7,8,8a-octahydro-2H-2,6-naphthyridin-1-one C1(NCCC2CNCCC12)=O